ClC=1C=C2C(C(C=NC2=CC1N1CCOCC1)CC(C[C@@H]1NCCC[C@H]1O)=O)=O trans-6-chloro-7-morpholinyl-3-[3-(3-hydroxy-2-piperidinyl)-2-oxopropyl]-4(3H)-quinolinone